F\C(\C(=O)O)=C/OC1=CC2=C(N(C[C@@](CS2(=O)=O)(CCC)C)C2=CC=CC=C2)C=C1SC (S)-(Z)-2-fluoro-3-((3-methyl-7-(methylsulfanyl)-1,1-dioxido-5-phenyl-3-propyl-2,3,4,5-tetrahydro-1,5-benzothiazepin-8-yl)oxy)acrylic acid